(R)-2-(2-Chloro-5-isopropyl-8-oxothieno[2',3':4,5]pyrrolo[1,2-d][1,2,4]triazin-7(8H)-yl)-N-(tetrahydrofuran-3-yl)acetamid ClC1=CC2=C(C=C3N2C(=NN(C3=O)CC(=O)N[C@H]3COCC3)C(C)C)S1